(S)-5-(3-((cyclopropylamino)methyl)-2-oxopyrrolidin-1-yl)-N-(8-fluoro-2-methylimidazo[1,2-a]pyridin-6-yl)pyrazine-2-carboxamide C1(CC1)NC[C@H]1C(N(CC1)C=1N=CC(=NC1)C(=O)NC=1C=C(C=2N(C1)C=C(N2)C)F)=O